OC1=C(C=NN1C1=CC=C(C=C1)S(=O)(=O)O)N=NC1=CC=C(C=C1)S(=O)(=O)O 5-Hydroxy-1-(4-sulfophenyl)-4-[(4-sulfophenyl)azo]pyrazol